C1=CC=C(C=2OC3=C(C21)C=CC=C3)C3=NC(=NC(=N3)C3=CC=CC=C3)C3=C(C=CC=C3)C3=CC=C2C=1C=CC(=CC1C1(C2=C3)CCCC1)C#N 7'-(2-(4-(dibenzo[b,d]furan-4-yl)-6-phenyl-1,3,5-triazin-2-yl)phenyl)spiro[cyclopentane-1,9'-fluorene]-2'-carbonitrile